methyl-fluoro-5-methylbenzoate CC=1C(=C(C(=O)[O-])C=C(C1)C)F